1-[2-{(2E)-2-[(3-methylphenyl)methylidene]hydrazinyl}-4-(morpholin-4-yl)-5,7-dihydro-6H-pyrrolo[3,4-d]pyrimidin-6-yl]prop-2-yn-1-one CC=1C=C(C=CC1)\C=N\NC=1N=C(C2=C(N1)CN(C2)C(C#C)=O)N2CCOCC2